tert-octyl-peroxy-isobutyl monocarbonate C(OC(C(C)C)OOC(C)(C)CC(C)(C)C)([O-])=O